1-dodecanoyl-2,5,6,7-tetrahydro-1H-azepin-2-one C(CCCCCCCCCCC)(=O)N1C(C=CCCC1)=O